[4-[4-(2-methoxy-phenyl)-piperidin-1-yl]-2-(1-methyl-cyclobutyl)-quinazolin-6-yl]-methyl-(2-morpholin-4-yl-ethyl)-amine COC1=C(C=CC=C1)C1CCN(CC1)C1=NC(=NC2=CC=C(C=C12)N(CCN1CCOCC1)C)C1(CCC1)C